FC=1C=CC=C2C=CC(=NC12)CC(=O)N 8-fluoro-2-quinolineacetamide